NC1=C(C=CC=C1)NC(=O)[C@@H]1N(CC[C@H](C1)NC(=O)NC1=CC=C(C=C1)C#N)C(=O)OC(C)(C)C (2R,4R)-tert-butyl 2-((2-aminophenyl)carbamoyl)-4-(3-(4-cyanophenyl)ureido)piperidine-1-carboxylate